methoxy-tert-butyl-diphenyl-silane CO[Si](C1=CC=CC=C1)(C1=CC=CC=C1)C(C)(C)C